FCCN1C(=NC=2C1=NC(=CC2)C=2C=CN1N=C(N=CC12)NCCOC(C)C)C 5-(3-(2-fluoroethyl)-2-methyl-3H-imidazo[4,5-b]pyridin-5-yl)-N-(2-isopropoxyethyl)pyrrolo[2,1-f][1,2,4]triazin-2-amine